1-fluoro-2-isopropylsulfanyl-benzene FC1=C(C=CC=C1)SC(C)C